COC=1C=CC2=C(NC(S2)=S)C1 5-methoxy-benzothiazole-2(3H)-thione